ClC=1C(=NC(=NC1)NC=1C=NN(C1)CC1=CC=C(C=C1)[N+](=O)[O-])NC1=C(C=CC=C1)P(C)C (2-((5-chloro-2-((1-(4-nitrobenzyl)-1H-pyrazol-4-yl)amino)pyrimidin-4-yl)amino)phenyl)dimethylphosphine